S1C(=CC=C1)C=1SC=CN1 2-(2-thienyl)-1,3-thiazol